C1(CC1)C(=O)N1CCN(CC1)C(=O)C=1C=NC2=CC(=C(C=C2C1N1CCC2(OCCO2)CC1)F)F (4-(cyclopropanecarbonyl)piperazin-1-yl)(6,7-difluoro-4-(1,4-dioxa-8-azaspiro[4.5]decan-8-yl)quinolin-3-yl)methanone